tert-butyl 6-(6-bromoquinazolin-4-yl)-2,6-diazaspiro[3.4]octane-2-carboxylate BrC=1C=C2C(=NC=NC2=CC1)N1CC2(CN(C2)C(=O)OC(C)(C)C)CC1